bromo-1'-((1s,3s)-3-methyl-3-(piperidin-1-yl)cyclobutyl)spiro[cyclopropane-1,3'-indolin]-2'-one BrC1=C2C3(C(N(C2=CC=C1)C1CC(C1)(N1CCCCC1)C)=O)CC3